dinaphthylnaphthalene C1(=CC=CC2=CC=CC=C12)C1=C(C2=CC=CC=C2C=C1)C1=CC=CC2=CC=CC=C12